OC1C(CCC12CCS(CC2)(=O)=O)C2N1C(C3=CC=CC=C23)=CN=C1 1-Hydroxy-2-(5H-imidazo[5,1-a]isoindol-5-yl)-8-thiaspiro[4.5]decan-8,8-dioxid